6-bromo-1-(4-methoxybenzyl)-1H-[1,2,3]triazolo[4,5-b]pyrazine BrC1=CN=C2C(=N1)N(N=N2)CC2=CC=C(C=C2)OC